(2S)-2-[9H-fluoren-9-yl-methoxycarbonyl(methyl)amino]-3-[2-methyl-2-(oxan-2-yloxy)propoxy]propanoic acid C1=CC=CC=2C3=CC=CC=C3C(C12)COC(=O)N([C@H](C(=O)O)COCC(C)(OC1OCCCC1)C)C